FC(C(=O)O)(F)F.C(C1=CC=CC=C1)(=O)N benzamide, trifluoroacetic acid salt